O=C(CCC(=O)O)CCCCCCCCCCCC 4-ketopalmitic acid